The molecule is the radioactive isotope of oxygen with relative atomic mass 15.003065. The longest-lived oxygen radionuclide with half-life of 122.2 s. [15OH2]